(E)-7-Ethoxy-4-hydroxy-7-oxohept-2-en-5-yn-1-yl benzoate C(C1=CC=CC=C1)(=O)OC\C=C\C(C#CC(=O)OCC)O